Cl.NCCC(=O)NCCC(=O)OCC1=CC=CC=C1 benzyl 3-(3-aminopropanoyl amino)propanoate hydrochloride